Tert-butyl 4-((3aR,4R,6R,6aS)-6-(5-bromo-2-chloro-7H-pyrrolo[2,3-d]pyrimidin-7-yl)-2,2-dimethyltetrahydro-4H-cyclopenta[d][1,3]dioxol-4-yl)piperidine-1-carboxylate BrC1=CN(C=2N=C(N=CC21)Cl)[C@@H]2C[C@@H]([C@@H]1[C@H]2OC(O1)(C)C)C1CCN(CC1)C(=O)OC(C)(C)C